C(C)(=O)OC1CC2C3CCC4CC(CCC4C3CCC2C1)NC(=O)NCCN1CCCC1 3-(3-(2-(pyrrolidin-1-yl)ethyl)ureido)hexadecahydro-1H-cyclopenta[a]phenanthren-16-yl acetate